C1(CC1)C1=NN(C=N1)S(=O)(=O)C1=CC=C(N)C=C1 4-(3-cyclopropyl-1,2,4-triazol-1-ylsulfonyl)aniline